ClC1=CC=C(C=N1)NC1=NC=CC2=CC(=CC=C12)OCC(C(F)(F)F)O 3-((1-((6-chloropyridin-3-yl)amino)isoquinolin-6-yl)oxy)-1,1,1-trifluoropropan-2-ol